CC1=CC=C(C=C1)S(=O)(=O)OC1=NC(=C(C=C1C(F)(F)F)[N+](=O)[O-])C=1OC(=NN1)C(C(F)(F)F)(OCC1=CC=CC=C1)COCCCC(C)(C)N [6-[5-[1-[(4-amino-4-methyl-pentoxy)methyl]-1-benzyloxy-2,2,2-trifluoro-ethyl]-1,3,4-oxadiazol-2-yl]-5-nitro-3-(trifluoromethyl)-2-pyridyl] 4-methylbenzenesulfonate